BrC=1C(=NC(=CC1)C(C)C)CN (3-bromo-6-isopropylpyridine-2-yl)methanamine